2-(1-(cyclopropylmethyl)piperidin-4-yl)-5-((1S,5R)-5-(trifluoromethyl)-3-(8-(trifluoromethyl)quinolin-5-yl)-3-azabicyclo[3.1.0]hexan-1-yl)-1,3,4-oxadiazole C1(CC1)CN1CCC(CC1)C=1OC(=NN1)[C@@]12CN(C[C@]2(C1)C(F)(F)F)C1=C2C=CC=NC2=C(C=C1)C(F)(F)F